C1(=CC=CC=C1)C1(SC(C=C1)C(=O)O)C(=O)O 2-phenyl-2,5-dihydrothiophene-2,5-dicarboxylic acid